O=C1NC(CCC1NC1=CC(=C(C=C1F)N1CCC(CC1)CN1CCC2(CC(C2)NC(C2=CC(=CC=C2)OC)=O)CC1)F)=O N-(7-((1-(4-((2,6-dioxopiperidin-3-yl)amino)-2,5-difluorophenyl)piperidin-4-yl)methyl)-7-azaspiro[3.5]nonan-2-yl)-3-methoxybenzamide